BrC1=CC(=CC=2N(C(N(C21)C)=O)C2C(N(C(CC2)=O)CC2=CC=C(C=C2)OC)=O)F 3-(4-bromo-6-fluoro-3-methyl-2-oxo-benzimidazol-1-yl)-1-[(4-methoxyphenyl)methyl]piperidine-2,6-dione